(S)-4-(2-hydroxy-propan-2-yl)-N'-((1',5',6',7'-tetrahydro-2'H-spiro[cyclopropane-1,3'-dicyclopenta[b,e]pyridin]-8'-yl)carbamoyl)thiophene-2-sulfonimidamide OC(C)(C)C=1C=C(SC1)[S@](=O)(N)=NC(NC1=C2C(=NC3=C1CCC3)C3(CC2)CC3)=O